N-(1-methyl-1H-pyrazol-4-yl)-2-(5-(trifluoromethyl)-1,2,4-oxadiazol-3-yl)-4,7-dihydrothieno[2,3-c]pyridine-6(5H)-carboxamide CN1N=CC(=C1)NC(=O)N1CC2=C(CC1)C=C(S2)C2=NOC(=N2)C(F)(F)F